ClC=1C=C2N3CCN(CC3CNC2=NN1)C(=O)OC(C)(C)C tert-butyl 4-chloro-1,5,6,8,12-pentazatricyclo[8.4.0.02,7]tetradeca-2,4,6-triene-12-carboxylate